C1(CCCCC(=O)OCCCCCCO1)=O 6-hexylene adipate